ClC=1N=NC(=C2C1N=C(C=C2)C)N[C@H]2CN(CCC2)C (R)-8-chloro-2-methyl-N-(1-methylpiperidin-3-yl)pyrido[2,3-d]pyridazin-5-amine